FC1=C(C(=C(C(=C1[B-](C1=C(C(=C(C(=C1F)F)F)F)F)(C1=C(C(=C(C(=C1F)F)F)F)F)C1=C(C(=C(C(=C1F)F)F)F)F)F)F)F)F.C(CCCCCCCCCCC)[N+]1=CC=CC=C1 1-dodecylpyridinium tetrakis(pentafluorophenyl)borate